2-(4-Fluoronaphthalen-1-yl)cyclobutane-1-carbonitrile FC1=CC=C(C2=CC=CC=C12)C1C(CC1)C#N